2-chloro-5-(4-chloro-3-(((2S)-1-(1H-tetrazol-1-yl)propan-2-yl)oxy)phenyl)pyrimidine ClC1=NC=C(C=N1)C1=CC(=C(C=C1)Cl)O[C@H](CN1N=NN=C1)C